FC(C(=O)O)(F)F.N1CCCC12CCN(CC2)C(=O)OC(C(F)(F)F)C(F)(F)F 1,1,1,3,3,3-hexafluoropropan-2-yl 1,8-diazaspiro[4.5]decane-8-carboxylate, 2,2,2-trifluoroacetate salt